cytidine-5'-monophosphate sodium salt [Na+].P(=O)([O-])([O-])OC[C@@H]1[C@H]([C@H]([C@@H](O1)N1C(=O)N=C(N)C=C1)O)O.[Na+]